C1(CC1)N1C=C(C2=CC=CC=C12)C1=NC(=NC=C1)NC1=C(C=C(C(=C1)[N+](=O)[O-])F)OC (1-cyclopropyl-1H-indol-3-yl)-N-(4-fluoro-2-methoxy-5-nitrophenyl)pyrimidine-2-amine